C(CCCCCCCCCCCCCCCCCCCCCCCC)[NH-] n-pentacosyl-amide